FC(OC=1C(=NC(=NC1)OC)OC)F 5-(difluoromethoxy)-2,4-dimethoxy-pyrimidine